ClC1=C(C=CC=C1)N1N=CC(=C1)\C=C/1\C(NC(S1)=S)=O (5Z)-5-[[1-(2-chlorophenyl)pyrazol-4-yl]methylene]-2-thioxo-thiazolidin-4-one